chromium-copper nickel alloyl-chromium copper nickel [Ni].[Cu].C(C=C)(=O)[Cr].[Ni].[Cu].[Cr]